(4-((6,7-dimethoxy-4-oxo-3,4-dihydro-phthalazin-1-yl)methyl)phenyl)sulfonamide hydrochloride Cl.COC=1C=C2C(NN=C(C2=CC1OC)CC1=CC=C(C=C1)S(=O)(=O)N)=O